2-((R)-3-Aminopyrrolidin-1-yl)-2-phenylacetic acid ethyl ester C(C)OC(C(C1=CC=CC=C1)N1C[C@@H](CC1)N)=O